OC1C(CC(C(=C1O)C(\C=C\C1=CC=C(C=C1)O)=O)=O)=O 4,5-dihydroxy-6-[(2E)-3-(4-hydroxyphenyl)-1-keto-2-propen-1-yl]-5-cyclohexene-1,3-dione